(3S,4S)-4-{[5-(2,4-difluoro-phenyl)-isoxazole-3-carbonyl]-amino}-1-((1S,2S)-2-hydroxy-cyclohexyl)-piperidine-3-carboxylic acid methyl-phenethyl-amide CN(C(=O)[C@H]1CN(CC[C@@H]1NC(=O)C1=NOC(=C1)C1=C(C=C(C=C1)F)F)[C@@H]1[C@H](CCCC1)O)CCC1=CC=CC=C1